C(CC(=O)C)(=O)OCC(CCCCOC(CC(=O)C)=O)OC(CC(=O)C)=O 1,2,6-hexanetriol trisacetoacetate